C(C1=CC=CC=C1)N1CCC(CC1)CC=1CC2=CC(=C(C=C2C1)OC)OC 2-((1-benzylpiperidin-4-yl)methyl)-5,6-dimethoxy-1H-indene